N[C@H](C)C=1C(=C(C=CC1)C(C(C(C)C)O)(F)F)F 1-{3-[(1R)-1-aminoethyl]2-fluorophenyl}-1,1-difluoro-3-methylbutan-2-ol